CSC1=NCC2CC12 4-methylsulfanyl-3-azabicyclo[3.1.0]hex-3-ene